C(C=C)(=O)N1C(CN(CC1)C1=NC(=NC=2CC(CCC12)N1CCCC2=CC(=CC=C12)C(=O)OC)OCC1N(CCC1)C(C)C)CC#N methyl 1-(4-(4-acryloyl-3-(cyanomethyl)piperazin-1-yl)-2-((1-isopropylpyrrolidin-2-yl)methoxy)-5,6,7,8-tetrahydroquinazolin-7-yl)-1,2,3,4-tetrahydroquinoline-6-carboxylate